ClC=1C=CC(=C(C1)N1C(N=C(C=C1N1N=C(C=C1C)C)N)N)F N1-(5-Chloro-2-fluorophenyl)-6-(3,5-dimethyl-1H-pyrazol-1-yl)pyrimidine-2,4-diamine